N-(1-(2-fluorocyclopropyl)-2-oxo-1,2-dihydropyridin-3-yl)-7-isopropoxylimidazo[1,2-a]Pyrimidine-6-carboxamide FC1C(C1)N1C(C(=CC=C1)NC(=O)C=1C(=NC=2N(C1)C=CN2)OC(C)C)=O